6-hydroxy-1,3-dimethyl-4-(1-methylpiperidin-4-yl)-1,3-dihydro-2H-benzo[d]imidazol-2-one OC=1C=C(C2=C(N(C(N2C)=O)C)C1)C1CCN(CC1)C